4-(4-benzhydrylpiperazin-1-yl)-3-nitro-2-oxo-1,5-naphthyridin C(C1=CC=CC=C1)(C1=CC=CC=C1)N1CCN(CC1)C1=C(C(NC2=CC=CN=C12)=O)[N+](=O)[O-]